3-Amino-2H-[1,2'-bipyridin]-2-one NC=1C(N(C=CC1)C1=NC=CC=C1)=O